2-(4-aminopyrazol-1-yl)-1-[(3S)-3-(4-methylphenoxy)-1-piperidyl]ethanone NC=1C=NN(C1)CC(=O)N1C[C@H](CCC1)OC1=CC=C(C=C1)C